5-(3-(methoxymethoxy)-4-(4,4,5,5-tetramethyl-1,3,2-dioxaborolan-2-yl)phenyl)-2-methyloxazole COCOC=1C=C(C=CC1B1OC(C(O1)(C)C)(C)C)C1=CN=C(O1)C